2-(1-adamantyl)-N-(2-benzyl-3H-imidazo[4,5-c]pyridin-6-yl)acetamide C12(CC3CC(CC(C1)C3)C2)CC(=O)NC2=CC3=C(C=N2)NC(=N3)CC3=CC=CC=C3